p-(N-propyl-N-2-propenyl-sulfamoyl)benzoic acid C(CC)N(S(=O)(=O)C1=CC=C(C(=O)O)C=C1)CC=C